N-[(1S)-1-(dicyclopropylmethyl)-2-[4-(3,5-diethyl-1H-pyrazol-4-yl)anilino]-2-oxo-ethyl]-2-[(1S)-2-hydroxy-1-methyl-ethyl]pyrazole-3-carboxamide C1(CC1)C([C@@H](C(=O)NC1=CC=C(C=C1)C=1C(=NNC1CC)CC)NC(=O)C=1N(N=CC1)[C@H](CO)C)C1CC1